3-(8-(bis(4-methoxybenzyl)amino)-2-(2-fluoro-6-vinylbenzyl)-[1,2,4]triazolo[1,5-a]pyrazin-6-yl)-2-fluorobenzonitrile COC1=CC=C(CN(C=2C=3N(C=C(N2)C=2C(=C(C#N)C=CC2)F)N=C(N3)CC3=C(C=CC=C3C=C)F)CC3=CC=C(C=C3)OC)C=C1